N=1C=NN2C1C(=CC=C2)C(CC[C@H]2C[C@@H]1N(CCNC1)C2=O)C (7s,8as)-7-(3-([1,2,4]triazolo[1,5-a]pyridin-8-yl)butyl)hexahydropyrrolo[1,2-a]pyrazin-6(2H)-one